tert-butyl 6-(8-(benzo[d]thiazol-2-ylcarbamoyl)-3,4-dihydroisoquinolin-2(1H)-yl)-3-(1-((3-[2-(morpholin-4-yl)ethoxy]tricyclo[3.3.1.13,7]dec-1-yl)methyl)-1H-pyrazol-4-yl)picolinate S1C(=NC2=C1C=CC=C2)NC(=O)C=2C=CC=C1CCN(CC21)C2=CC=C(C(=N2)C(=O)OC(C)(C)C)C=2C=NN(C2)CC21CC3(CC(CC(C2)C3)C1)OCCN1CCOCC1